ClC1=C(C(=CC=C1Cl)O)CC1=CC(=NC=C1)C#N 4-[(2,3-dichloro-6-hydroxyphenyl)methyl]pyridine-2-carbonitrile